4-bromo-1-(p-toluenesulfonyl)pyrrolidin-3-one BrC1C(CN(C1)S(=O)(=O)C1=CC=C(C)C=C1)=O